C(C)C(CNC(CP(OCC(CCCC)CC)(OCC(CCCC)CC)=O)CCC)CCCC di(2-ethylhexyl) 2-((2-ethylhexyl) amino)-pentylphosphonate